2-benzyl 1-(tert-butyl) (2S,4R)-5-cyano-4-methylpyrrolidine-1,2-dicarboxylate C(#N)C1[C@@H](C[C@H](N1C(=O)OC(C)(C)C)C(=O)OCC1=CC=CC=C1)C